CC1N(CC(NC1C=1C=NNC1)C)C1=CC(=NC=N1)C1=CN=C2N1N=C(C=C2)C(=O)N 3-[6-[2,5-Dimethyl-3-(1H-pyrazol-4-yl)piperazin-1-yl]pyrimidin-4-yl]imidazo[1,2-b]pyridazine-6-carboxamide